[S].[S] monosulfur sulfur